ClC1=C(C(=C(C=C1OC)OC)Cl)NC1=NC=CC=C1C1=NC(=NC=N1)NC1=CC=C(C=C1)N1CCN(CC1)CC (2-((2,6-dichloro-3,5-dimethoxyphenyl)amino)pyridin-3-yl)-N-(4-(4-ethylpiperazin-1-yl)phenyl)-1,3,5-triazin-2-amine